N1(CCC1)C1CCC(CC1)C=1C=C2C(=C(NC2=CC1)C=1C=C(C=2N(C1)N=CN2)OC)C(C)C 6-(5-(4-(azetidin-1-yl)cyclohexyl)-3-isopropyl-1H-indol-2-yl)-8-methoxy-[1,2,4]triazolo[1,5-a]pyridine